(R)-6-fluoro-4-oxo-1-phenyl-7-(2-(((3-(trifluoro-methyl)pyridin-2-yl)oxy)methyl)pyrrolidin-1-yl)-1,4-dihydro-quinoline-3-carboxylic acid FC=1C=C2C(C(=CN(C2=CC1N1[C@H](CCC1)COC1=NC=CC=C1C(F)(F)F)C1=CC=CC=C1)C(=O)O)=O